tert-butyl 2-cyclopropyl-6-methoxy-9,9-dimethylacridine-10(9H)-carboxylate {tert-butyl 2-cyclopropyl-6-methoxy-9,9-dimethylacridine-10(9H)-carboxylate} C(C)(C)(C)C1=C(C=CC=2N(C3=CC(=CC=C3C(C12)(C)C)OC)C(=O)O)C1CC1.C1(CC1)C1=CC=2C(C3=CC=C(C=C3N(C2C=C1)C(=O)OC(C)(C)C)OC)(C)C